COC1=CC=C(CN2C(NC3(C2)CCC(CC3)C3=CC=CC=C3)=O)C=C1 3-(4-methoxybenzyl)-8-phenyl-1,3-diaza-spiro[4.5]Decan-2-one